6-{[(3S)-3-methylpiperidin-1-yl]methyl}-2-{6-[3-methyl-1-(4-methyl-1,2,4-triazol-3-yl)cyclobutyl]quinolin-8-yl}-4-(trifluoromethyl)-2,3-dihydro-1H-isoindol-1-one C[C@@H]1CN(CCC1)CC1=CC(=C2CN(C(C2=C1)=O)C=1C=C(C=C2C=CC=NC12)C1(CC(C1)C)C1=NN=CN1C)C(F)(F)F